CC1CCN(CC1)NC([S-])=S.[Se+2].CC1CCN(CC1)NC([S-])=S selenium 4-methylpiperidyldithiocarbamate